C(#N)C(CCC(=O)O)(C)SC(=S)C1=CC=CC=C1 4-cyano-4-(phenylthiocarbonylthio)valeric acid